FC1=C(C=C(C=C1)NC(C=C)=O)NC1=NC(=NC=C1C1=CC(=C(C(=C1)OC)[2H])F)NC=1C=NN(C1)C N-(4-fluoro-3-((5-(3-fluoro-5-methoxyphenyl-4-d)-2-((1-methyl-1H-pyrazol-4-yl)amino)pyrimidin-4-yl)amino)phenyl)acrylamide